CC=1N=COC1C 4,5-Dimethyl-1,3-oxazol